3-(2-aminoethyl)-6-fluoro-1H-indol-4-amine NCCC1=CNC=2C=C(C=C(C12)N)F